2-iodo-4-nitro-1H-pyrrolo[2,3-b]pyridine IC1=CC=2C(=NC=CC2[N+](=O)[O-])N1